Cl.Cl.O1C=NC=C1C1=NC=CC(=C1)CN [2-(1,3-oxazol-5-yl)pyridin-4-yl]methylamine dihydrochloride